C(C)N(C(=O)C=1SC(=CC1)S(NO)(=O)=O)CC N,N-diethyl-5-(hydroxysulfamoyl)thiophene-2-carboxamide